BrC(C(=O)C1=CC2=CC=CC=C2C=C1)C(C1=CC=CC=C1)Br 2,3-dibromo-1-(naphthalene-2-yl)-3-phenylpropan-1-one